C[S+](CC[C@@H](C(=O)[O-])[NH3+])C[C@@H]1[C@H]([C@H]([C@@H](O1)N2C=NC3=C(N=CN=C32)N)O)O The molecule is a zwitterionic tautomer of S-adenosyl-L-methionine arising from shift of the proton from the carboxy group to the amino group. It has a role as a cofactor. It is a sulfonium compound and an organic cation. It is a tautomer of a S-adenosyl-L-methionine.